C1(=CC=CC=C1)C1=NC(=NC(=N1)C1=CC=CC=C1)C=1C=C(C=C(C1)N1C2=CC=C(C=C2C=2C=C(C=CC12)C=1C=NC=CC1)C=1C=NC=CC1)N1C2=CC=C(C=C2C=2C=C(C=CC12)C=1C=NC=CC1)C=1C=NC=CC1 9,9'-(5-(4,6-diphenyl-1,3,5-triazin-2-yl)-1,3-phenylene)bis(3,6-di(pyridin-3-yl)-9H-carbazole)